CN1N=CC(=C1C1=CC=2N(C=C1)N=C(C2)NC(=O)C2CC2)OCC2N(CC21CCOCC1)C N-[5-[2-methyl-4-[(2-methyl-7-oxa-2-azaspiro[3.5]nonan-3-yl)methoxy]pyrazol-3-yl]pyrazolo[1,5-a]pyridin-2-yl]cyclopropanecarboxamide